FC1=C(C=C(C=C1)NC(C=C)=O)NC1=NC(=NC=C1C1=CC(=C(C=C1)N1CCOCCC1)F)NC=1C=NN(C1)C N-(4-fluoro-3-((5-(3-fluoro-4-(1,4-oxazepan-4-yl)phenyl)-2-((1-methyl-1H-pyrazol-4-yl)amino)pyrimidin-4-yl)amino)phenyl)acrylamide